FC1=C(C=C(C=C1)C1=CC=CC=C1)[N+](=O)[O-] 4'-Fluoro-3'-nitro-[1,1'-biphenyl]